C([O-])(O)=O.C(C)[N+](CC)(CC)CCO N,N,N-triethyl-2-hydroxyethylammonium bicarbonate